ClS(=O)(=O)O.N(=[N+]=[N-])C1=C2C(C(=C(C(C2=CC=C1)=O)S(=O)(=O)O)N=[N+]=[N-])=O diazidonaphthoquinonesulfonic acid compound with chlorosulfonic acid